CN1C(=CC=2C=NC(=CC21)NC(=O)C2CC2)C(F)(F)F N-(1-methyl-2-(trifluoromethyl)-1H-pyrrolo[3,2-c]pyridin-6-yl)cyclopropanecarboxamide